NCCOCCOCCOC[C@H]1OC2=CC=C(C=C2[C@@H](C1)N1C(NC(CC1=O)(CC)CC)=N)C(=O)N[C@H]1CC(OC2=CC=CC=C12)(C)C (2S,4R)-2-[2-[2-(2-aminoethoxy)ethoxy]ethoxy-methyl]-4-(4,4-diethyl-2-imino-6-oxo-hexahydro-pyrimidin-1-yl)-N-[(4S)-2,2-dimethylchroman-4-yl]chromane-6-carboxamide